4-bromo-2,6-di(naphthalen-2-yl)pyridine BrC1=CC(=NC(=C1)C1=CC2=CC=CC=C2C=C1)C1=CC2=CC=CC=C2C=C1